C(C)(C)(C)N(C(O)=O)C[C@@]1(NC(NC1=O)=O)C1=C(C=NN1C)C.Cl.NC[C@]1(C(NC(N1)=O)=O)C1=C(C=NN1C)C |r| rac-5-(aminomethyl)-5-(1,4-dimethyl-1H-pyrazol-5-yl)imidazolidine-2,4-dione hydrochloride rac-tert-butyl-{[4-(1,4-dimethyl-1H-pyrazol-5-yl)-2,5-dioxoimidazolidin-4-yl]methyl}carbamate